[Ti].[V].[P] phosphorus vanadium-titanium